ClC1=C2C=CN(C2=CC(=C1)S(=O)(=O)NC1(CC1)C#N)C=1SC(=NN1)C(F)F 4-chloro-N-(1-cyanocyclopropyl)-1-(5-(difluoromethyl)-1,3,4-thiadiazol-2-yl)-1H-indole-6-sulfonamide